OCCN(CCO)CC(CS(=O)(=O)[O-])O.[Na+] sodium 3-[N,N-bis(hydroxyethyl) amino]-2-hydroxypropanesulfonate